C(C1=CC=C(C(=O)OC2=CC=C(C=C2)C(=O)Cl)C=C1)(=O)OC1=CC=C(C=C1)C(=O)Cl bis(4-(chlorocarbonyl) phenyl) terephthalate